ClC1=CC=C(C=C1)C(=C(C(=O)C1SCCCS1)C1=CC=C(C=C1)OC)C1=CC=C(C=C1)Cl 3,3-Bis(4-chlorophenyl)-1-(1,3-dithian-2-yl)-2-(4-methoxyphenyl)prop-2-en-1-one